2-(1-azabicyclo[1.1.0]butan-3-yl)bicyclo[3.1.0]hexan-2-ol N12CC2(C1)C1(C2CC2CC1)O